S(O)(O)(=O)=O.OC(C)C1=NC=CN1CCCCCCCCCCCCCCCC 1-hydroxyethyl-3-hexadecyl-imidazole bisulfate